N-((7-(5-(difluoromethyl)-1,3,4-oxadiazol-2-yl)imidazo[1,2-a]pyridin-2-yl)methyl)-N-(3-fluorophenyl)-1-methylpiperidine-4-carboxamide FC(C1=NN=C(O1)C1=CC=2N(C=C1)C=C(N2)CN(C(=O)C2CCN(CC2)C)C2=CC(=CC=C2)F)F